diphenyloctyl-iodonium hexafluoroantimonate F[Sb-](F)(F)(F)(F)F.C1(=CC=CC=C1)C(CCCCCCC[IH+])C1=CC=CC=C1